C(#N)C[C@H]1N(CC[C@@H](C1)N1N=NC=2C(=NC=3C(=C(C(=CC3C21)Cl)C2=C(C(=CC=C2)Cl)OC)Cl)N2CC(C2)N(C)C)C(=O)OC(C)(C)C tert-butyl (2S,4S)-2-(cyanomethyl)-4-(6,8-dichloro-7-(3-chloro-2-methoxyphenyl)-4-(3-(dimethylamino)azetidin-1-yl)-1H-[1,2,3]triazolo[4,5-c]quinolin-1-yl)piperidine-1-carboxylate